P(=O)([O-])([O-])[O-].[Mn+3] manganese(III) phosphate